9-(1-((6-chloro-2-(1-methyl-1H-1,2,4-triazol-3-yl)pyridin-3-yl)amino)ethyl)-4-ethyl-7-methyl-2,4-dihydro-5H-pyrazolo[3,4-c]isoquinolin-5-one ClC1=CC=C(C(=N1)C1=NN(C=N1)C)NC(C)C=1C=2C=3C(N(C(C2C=C(C1)C)=O)CC)=NNC3